C(C)(C)(C)OC(=O)N(C1=CC(=NN1C(=O)OC(C)(C)C)[C@@H]1C[C@@H](CC1)OC(NC1(COCC1)C)=O)C1=NC=C(N=C1)C#N tert-butyl 5-((tert-butoxycarbonyl)(5-cyanopyrazin-2-yl)amino)-3-((1S,3R)-3-(((3-methyltetrahydrofuran-3-yl)carbamoyl)oxy)cyclopentyl)-1H-pyrazole-1-carboxylate